CN(C=1C=C(C(=O)O)C=CC1C(NS(=O)(=O)C1(CC1)C)=O)C 3-(dimethylamino)-4-(((1-methylcyclopropyl)sulfonyl)carbamoyl)benzoic acid